(S)-N-(4-(1-Acetyl-2-methyl-1,2,3,4-tetrahydroquinolin-6-yl)benzyl)-2-(2-aminopyrimidin-5-yl)-N-methyl-4-morpholinothieno[3,2-d]pyrimidine-6-carboxamide C(C)(=O)N1[C@H](CCC2=CC(=CC=C12)C1=CC=C(CN(C(=O)C2=CC=3N=C(N=C(C3S2)N2CCOCC2)C=2C=NC(=NC2)N)C)C=C1)C